ClCC=1NC=2N(C(C1)=O)N=CC2C2=CC=C(C=C2)Cl 5-(chloromethyl)-3-(4-chlorophenyl)pyrazolo[1,5-a]pyrimidin-7(4H)-one